OCCC/C=C/C1=C2CN(C(C2=CC=C1)=C=O)C1C(NC(CC1)=O)=O (E)-3-(4-(5-hydroxypent-1-en-1-yl)-1-carbonyl-isoindolin-2-yl)piperidine-2,6-dione